N-(5-benzylpyrimidin-2-yl)-2-((6-(1-methyl-1H-pyrazol-4-yl)pyrazolo[1,5-a]pyridin-3-yl)amino)acetamide C(C1=CC=CC=C1)C=1C=NC(=NC1)NC(CNC=1C=NN2C1C=CC(=C2)C=2C=NN(C2)C)=O